CN(CCOC1=CC2=C(CN(C(O2)=O)C2CCC(CC2)C(=O)NC2=CC(=C(C=C2)C)OC)C(=C1)C)C (1s,4s)-4-(7-(2-(dimethylamino)ethoxy)-5-methyl-2-oxo-2H-benzo[e][1,3]oxazin-3(4H)-yl)-N-(3-methoxy-4-methylphenyl)cyclohexane-1-carboxamide